ClC=1C=C(COC2CC3C(CN(C3)C(=O)N3N=C(C(=C3)C)C(=O)O)C2)C=C(C1)F 1-(trans-5-((3-chloro-5-fluorobenzyl)oxy)octahydrocyclopenta[c]pyrrole-2-carbonyl)-4-methyl-1H-pyrazole-3-carboxylic acid